(2S)-1-({(1R)-1-[3-{3-[(R)-cyclobutyl(4-methyl-4H-1,2,4-triazol-3-yl)methyl]phenyl}-5-(trifluoromethyl)-1H-pyrazolo[3,4-c]pyridin-7-yl]ethyl}amino)propan-2-ol C1(CCC1)[C@H](C=1C=C(C=CC1)C1=NNC2=C(N=C(C=C21)C(F)(F)F)[C@@H](C)NC[C@H](C)O)C2=NN=CN2C